5-chloro-6-cyano-2-((2-ethyl-4-fluorophenyl)-amino)nicotinic acid ClC=1C(=NC(=C(C(=O)O)C1)NC1=C(C=C(C=C1)F)CC)C#N